tert-butyl ((1R,3R)-3-(18-phenyl-2,5,8,11,14,17-hexaoxaoctadecyl)cyclobutyl)carbamate C1(=CC=CC=C1)COCCOCCOCCOCCOCCOCC1CC(C1)NC(OC(C)(C)C)=O